4-[5-[(1R)-1-aminoethyl]pyrimidin-2-yl]-3-(2-methyl-5-pyridin-2-ylpyrazol-3-yl)oxybenzonitrile N[C@H](C)C=1C=NC(=NC1)C1=C(C=C(C#N)C=C1)OC=1N(N=C(C1)C1=NC=CC=C1)C